4-(4-fluoro-2-oxo-2,3-dihydro-1H-1,3-benzodiazol-1-yl)-N-(4-methoxy-3-methylphenyl)cyclohexane-1-carboxamide FC1=CC=CC=2N(C(NC21)=O)C2CCC(CC2)C(=O)NC2=CC(=C(C=C2)OC)C